COC[C@H]1C[C@@H](CN1C(C=C)=O)N1N=C(C(=C1NC)C(=O)N)C#CC1=CC2=CN(N=C2C=C1)C 1-[(3S,5R)-5-(methoxymethyl)-1-(prop-2-enoyl)pyrrolidin-3-yl]-5-(methylamino)-3-[2-(2-methylindazol-5-yl)ethynyl]pyrazole-4-carboxamide